(2-(3-cyclopropyl-1-methyl-1H-pyrazol-4-yl)thiazol-5-yl)methanone C1(CC1)C1=NN(C=C1C=1SC(=CN1)C=O)C